CC1=CC=CC(=N1)NC(=O)C1=C(C(=O)O)C=CC(=C1)C(F)(F)F 2-[(6-methylpyridin-2-yl)carbamoyl]-4-(trifluoromethyl)benzoic acid